C(C)(=O)OC1(CCC(CC1)C(C)(C)C)CCC1OCCO1 trans-1-(2-(1,3-dioxolan-2-yl)ethyl)-4-(tert-butyl)cyclohexyl acetate